N-ethylamphetamine C(C)NC(C)CC1=CC=CC=C1